C(#N)C=1C(C=2C(N(C(NC2N2C3CN(C(C2)CC3)C(=O)[O-])C(C)(C)C)C=3C(=NC=CC3C)C(C)C)=NC1C1=C(C=CC(=C1)C)F)=O 5-(6-cyano-7-(2-fluoro-5-methylphenyl)-1-(2-isopropyl-4-methylpyridin-3-yl)-2-tert-Butyl oxo-1,2-dihydropyrido[2,3-d]pyrimidin-4-yl)-2,5-diazabicyclo[2.2.2]octane-2-carboxylate